3-[(3α,7α,12α-trihydroxy-24-oxo-5β-cholan-24-yl)amino]benzenesulfonic acid O[C@H]1C[C@H]2C[C@H]([C@H]3[C@@H]4CC[C@H]([C@@H](CCC(=O)NC=5C=C(C=CC5)S(=O)(=O)O)C)[C@]4([C@H](C[C@@H]3[C@]2(CC1)C)O)C)O